FC(C)(F)C1=CN=CC(=N1)N1N=C(C=2C=NC(=CC21)NC(C)=O)N2CC(CC2)(C)N(C)C N-(1-(6-(1,1-Difluoroethyl)pyrazin-2-yl)-3-(3-(dimethylamino)-3-methyl-pyrrolidin-1-yl)-1H-pyrazolo[4,3-c]pyridin-6-yl)acetamide